3,5-di-tert-butyl-4-hydroxybenzeneacrylic acid isooctyl ester C(CCCCC(C)C)OC(C=CC1=CC(=C(C(=C1)C(C)(C)C)O)C(C)(C)C)=O